CC1=C(C=CC=C1C1=CC=C(C=C1)CN1C(C=CC=C1)=O)C1C(NC(CC1)=O)=O 3-[2-methyl-3-[4-[(2-oxo-1-pyridyl)methyl]phenyl]phenyl]piperidine-2,6-dione